F[C@H](CNC(=O)C=1C(=C2C(=NC1)SC(=C2)C2=CN=CS2)NC2COC2)C(C)(C)O (R)-N-(2-Fluoro-3-hydroxy-3-methylbutyl)-4-(oxetan-3-ylamino)-2-(thiazol-5-yl)thieno[2,3-b]pyridin-5-carboxamid